(E)-3-(dimethylamino)-1-(4-methoxynaphthalene-1-yl)-2-(2-chlorophenyl)prop-2-ene-1-one CN(/C=C(/C(=O)C1=CC=C(C2=CC=CC=C12)OC)\C1=C(C=CC=C1)Cl)C